methyl 2-(bis(4-chlorobenzyl) amino)-3-bromopropionate ClC1=CC=C(CN(C(C(=O)OC)CBr)CC2=CC=C(C=C2)Cl)C=C1